NC1CN(CC1OC(COC)C)C1=NC=2CCC(CC2C(=C1)F)NC(=O)C1=CC2=C(N=N1)N(C=C2Cl)CC N-(2-{3-amino-4-[(1-methoxypropan-2-yl)oxy]pyrrolidin-1-yl}-4-fluoro-5,6,7,8-tetrahydroquinolin-6-yl)-5-chloro-7-ethyl-7H-pyrrolo[2,3-c]pyridazine-3-carboxamide